C(C)(C)(C)C=1C=C(C=C(C1)C(C)(C)C)C1=C(C=CC=C1)B(O)O 3,5-di-t-butylphenylphenylboronic acid